CC(C(=O)C1=CC=CC=C1)(C1=CC=CC=C1)C dimethyldiphenylethanone